OC1=C(C=C(C=C1)/C=C/C(=O)C1=CC=C(C=C1)NC(CC)=O)OC N-[4-[(E)-3-(4-Hydroxy-3-methoxyphenyl)prop-2-enoyl]phenyl]propanamide